1,2-phenylenebis(methylene) dicarbamate C(N)(OCC1=C(C=CC=C1)COC(N)=O)=O